N-(tert-butyl)-N-(2-methyl-3-ethylhept-1-yl)amine C(C)(C)(C)NCC(C(CCCC)CC)C